NC=1C=C(OC2=CC=C(C(=O)C3=CC=C(C=C3)OC3=CC(=CC=C3)N)C=C2)C=CC1 4,4'-bis(3-aminophenoxy)benzophenone